ClC=1C=C(CN(C)C=2C(=NN3C2N=CC=C3C=3C=NNC3)C(=O)NC3=CC=C(C=C3)Cl)C=CC1 ((3-chlorobenzyl)(methyl)amino)-N-(4-chlorophenyl)-7-(1H-pyrazol-4-yl)pyrazolo[1,5-a]pyrimidine-2-carboxamide